BrC1=CC=C(C=C1)CN1C=NC2=C1C=C(C=C2)C#N 3-((4-bromophenyl)methyl)-1,3-benzodiazole-5-carbonitrile